BrC1=CC=2C3=C(C=NC2C=C1F)N(C(C31CN(C1)CCC)=O)C 8'-Bromo-7'-fluoro-3'-methyl-1-propylspiro[azetidine-3,1'-pyrrolo[2,3-c]quinolin]-2'(3'H)-one